(3-ethylamino-1-butylimidazole) bromide [Br-].C(C)NN1CN(C=C1)CCCC